5-[(2R)-4-[1-(2,2-difluoroethyl)cyclobutanecarbonyl]-2-ethylpiperazin-1-yl]-2'-ethoxy-N-[(3R)-pyrrolidin-3-yl]-[2,3'-bipyridine]-6-carboxamide FC(CC1(CCC1)C(=O)N1C[C@H](N(CC1)C=1C=CC(=NC1C(=O)N[C@H]1CNCC1)C=1C(=NC=CC1)OCC)CC)F